OC1=C(C=CC=C1)C=1C=C2C(=NN1)NC[C@@H]1N2CCN(C1)C1=NC=C(C=N1)C1CCN(CC1)C1CC2(C1)CCC(CC2)C(=O)OCC (S)-ethyl 2-(4-(2-(2-(2-hydroxyphenyl)-6a,7,9,10-tetrahydro-5H-pyrazino[1',2':4,5]pyrazino[2,3-c]pyridazin-8(6H)-yl)pyrimidin-5-yl)piperidin-1-yl)spiro[3.5]nonane-7-carboxylate